2-Chloro-4-((R)-8-(4-(4-((4-(2-(((S)-2,6-dioxopiperidin-3-yl)amino)phenyl)piperazin-1-yl)methyl)piperidine-1-carbonyl)phenyl)-3-methyl-2,8-diazaspiro[4.5]decan-2-yl)benzonitrile ClC1=C(C#N)C=CC(=C1)N1CC2(C[C@H]1C)CCN(CC2)C2=CC=C(C=C2)C(=O)N2CCC(CC2)CN2CCN(CC2)C2=C(C=CC=C2)N[C@@H]2C(NC(CC2)=O)=O